FC(C(C(C(C(C(C(C(C(C(C(C(I)(F)F)(F)F)(F)F)(F)F)(F)F)(F)F)(F)F)(F)F)(F)F)(F)F)(F)F)(F)F pentacosafluoro-1-iodododecane